(6-Amino-2-fluoro-3-((1r,4r)-4-hydroxy-1',2'-dihydrospiro[cyclohexane-1,3'-pyrrolo[2,3-b]pyridin]-5'-yl)phenyl)((R)-2-(1-methyl-1H-pyrazol-4-yl)piperidin-1-yl)methanone NC1=CC=C(C(=C1C(=O)N1[C@H](CCCC1)C=1C=NN(C1)C)F)C=1C=C2C(=NC1)NCC21CCC(CC1)O